C(C)(C)(C)OC(=O)NOC(=O)OC(C)(C)C N,O-Bis(tert-butoxycarbonyl)hydroxylamine